1-(9Z,12Z-heptadecadienoyl)-2-heptadecanoyl-glycero-3-phospho-(1'-sn-glycerol) CCCCCCCCCCCCCCCCC(=O)O[C@H](COC(=O)CCCCCCC/C=C\C/C=C\CCCC)COP(=O)(O)OC[C@H](CO)O